(3-chloro-4-fluorophenyl)-10-methyl-8-methylene-11-oxo-3,4,8,9,10,11-hexahydro-1H-pyrido[4',3':3,4]Pyrazolo[1,5-a][1,4]Diazepine ClC=1C=C(C=CC1F)C1NCCC2=NN3C(C(N(CC(C3)=C)C)=O)=C21